C(C1=CC=CC=C1)C1=C(C=C(C=C1)C)N1/C(/SCC1=O)=N/C(=O)NC1=C(C=C(C=C1)C1=NN(C=N1)C1=CC=C(C=C1)OC(F)(F)F)F (Z)-1-(3-(2-benzyl-5-methylphenyl)-4-oxothiazolidin-2-ylidene)-3-(2-fluoro-4-(1-(4-(trifluoromethoxy)phenyl)-1H-1,2,4-triazol-3-yl)phenyl)urea